(R)-3-((3-(3,4-dihydroisoquinoline-2(1H)-yl)-2-hydroxypropyl)amino)-1H-pyrazolo[4,3-d]Pyrimidin-7-ol C1N(CCC2=CC=CC=C12)C[C@@H](CNC1=NNC2=C1N=CN=C2O)O